5-[4-(trifluoromethoxy)phenyl]-1,3,4-oxadiazol FC(OC1=CC=C(C=C1)C1=NN=CO1)(F)F